6-(3-(carboxymethyl)-2,5-dihydroxybenzoylamino)pyridine-2,5-dicarboxylic acid C(=O)(O)CC=1C(=C(C(=O)NC2=C(C=CC(=N2)C(=O)O)C(=O)O)C=C(C1)O)O